diphenyl[4-(phenylthio)phenyl]sulfonium C1(=CC=CC=C1)[S+](C1=CC=C(C=C1)SC1=CC=CC=C1)C1=CC=CC=C1